(8-fluoro-7-(2-hydroxypropan-2-yl)-2-(piperidin-4-yl)imidazo[1,2-a]pyridin-6-yl)-6-(2-(trifluoromethyl)cyclopropyl)pyridinecarboxamide FC=1C=2N(C=C(C1C(C)(C)O)C=1C(=NC(=CC1)C1C(C1)C(F)(F)F)C(=O)N)C=C(N2)C2CCNCC2